COC(C1=CC=C(C=C1)C1(CC1)NC(=O)C1(CCOCC1)NCCOC1=CC=CC=C1)=O.C1(=CC=CC=C1)C(C(CC)=O)S 1-phenyl-mercapto-2-butanone Methyl-4-[1-[[4-(2-phenoxyethylamino)tetrahydropyran-4-carbonyl]amino]cyclopropyl]benzoate